(S)-7-((S)-5-Chloro-6-fluoro-2-phenyl-2-((S)-pyrrolidin-2-yl)-2,3-dihydrobenzofuran-4-yl)-8-fluoro-2-methyl-2H-benzo[5,6][1,4]dioxino[2,3-c]pyrazole-6-carboxamide ClC=1C(=CC2=C(C[C@@](O2)([C@H]2NCCC2)C2=CC=CC=C2)C1C1=C(C2=C(OC=3C(=NN(C3)C)O2)C=C1C(=O)N)F)F